3-((tert-butyldimethylsilyl)oxy)-2'-(8-fluoro-2-phenylquinolin-7-yl)-3-methyl-5'-oxo-5',6'-dihydro-4'H-spiro[cyclobutane-1,7'-pyrazolo[1,5-a]pyrimidine]-3'-carboxamide [Si](C)(C)(C(C)(C)C)OC1(CC2(CC(NC=3N2N=C(C3C(=O)N)C3=CC=C2C=CC(=NC2=C3F)C3=CC=CC=C3)=O)C1)C